(benzyloxy)-4-oxo-4H-pyran-2-carboxylic acid C(C1=CC=CC=C1)OC1=C(OC=CC1=O)C(=O)O